rhodium bis[(α,α,α',α'-tetramethyl-1,3-benzenedipropionic acid)] CC(C(=O)O)(CC1=CC(=CC=C1)CC(C(=O)O)(C)C)C.CC(C(=O)O)(CC1=CC(=CC=C1)CC(C(=O)O)(C)C)C.[Rh]